(9aR)-8-(2-(3,4-difluorophenyl)propyl)-9-oxooctahydro-2H-pyrazino[1,2-a]pyrazine-2-carbonitrile FC=1C=C(C=CC1F)C(CN1C([C@@H]2N(CCN(C2)C#N)CC1)=O)C